2,4,6-trichlorophenyl acrylate C(C=C)(=O)OC1=C(C=C(C=C1Cl)Cl)Cl